4-(3-(azepan-4-ylmethyl)-6-(4-methyl-3,4-dihydro-2H-benzo[b][1,4]oxazin-7-yl)-3H-imidazo[4,5-c]pyridin-7-yl)-2-fluorobenzonitrile N1CCC(CCC1)CN1C=NC2=C1C=NC(=C2C2=CC(=C(C#N)C=C2)F)C=2C=CC1=C(OCCN1C)C2